ClC=1C=C(CCN2C[C@H](CCC2)NC(OC(C)(C)C)=O)C=C(C1OCC1CC1)Cl tert-butyl (S)-(1-(3,5-dichloro-4-(cyclopropylmethoxy)phenethyl) piperidin-3-yl)carbamate